CN1CCN(CC1)C=1C=CC2=C(NC(=N2)C2=NNC3=CC=CC(=C23)NC(C=C)=O)C1 N-(3-(6-(4-methylpiperazin-1-yl)-1H-benzimidazol-2-yl)-1H-indazol-4-yl)acrylamide